P(=O)(OCCCCCCCCCCC)(OCCCCCCCCCCC)OCCCCCCCCCCC tri(undecyl) phosphate